4-Ethyl-6-propan-2-ylbenzene-1,3-diol C(C)C1=C(C=C(C(=C1)C(C)C)O)O